3-{[2-(dimethylamino)ethyl](methyl)amino}phenol CN(CCN(C=1C=C(C=CC1)O)C)C